Cl.C(C)N=C=NCC(C)N(C)C N-ethyl-N'-(2-dimethylaminopropyl)carbodiimide hydrochloride